(2S)-2-(4-chlorophenoxy)-N-[2-(pyrrolidin-1-yl)ethoxy]propanamide ClC1=CC=C(O[C@H](C(=O)NOCCN2CCCC2)C)C=C1